7-((2S,5R)-4-(1-(3,3-dimethyl-2,3-dihydrobenzo[b][1,4]dioxin-6-yl)ethyl)-2,5-dimethylpiperazin-1-yl)-4-methyl-2-(tetrahydro-2H-pyran-2-yl)-2,4-dihydro-5H-pyrazolo[4,3-b]pyridin-5-one CC1(OC2=C(OC1)C=CC(=C2)C(C)N2C[C@@H](N(C[C@H]2C)C=2C=1C(N(C(C2)=O)C)=CN(N1)C1OCCCC1)C)C